4-(4-carbamimidoylpiperazin-1-yl)-N-[4-(4-carbamimidoyl-piperazin-1-yl)phenyl]-N-methylbenzamide C(N)(=N)N1CCN(CC1)C1=CC=C(C(=O)N(C)C2=CC=C(C=C2)N2CCN(CC2)C(N)=N)C=C1